((2-(6-(4-(2,4-difluorophenyl)-4H-1,2,4-triazol-3-yl)pyridin-2-yl)-6-(isopropyl(methyl)amino)-1-oxo-2,3-dihydro-1H-pyrrolo[3,4-c]pyridin-4-yl)methyl)(methyl)carbamate FC1=C(C=CC(=C1)F)N1C(=NN=C1)C1=CC=CC(=N1)N1CC=2C(=NC(=CC2C1=O)N(C)C(C)C)COC(NC)=O